[5-ethylsulfonyl-6-[8-(2,2,3,3,3-pentafluoropropoxy)imidazo[1,5-a]pyrazin-3-yl]-3-pyridyl]imino-dimethyl-oxo-λ6-sulfane C(C)S(=O)(=O)C=1C=C(C=NC1C1=NC=C2N1C=CN=C2OCC(C(F)(F)F)(F)F)N=S(=O)(C)C